C(C)(C)(C)N1N=C(C=C1)C(=O)OC methyl 1-(tert-butyl)-1H-pyrazole-3-carboxylate